5-[2-fluoro-6-hydroxy-4-(6-phenyl-3-pyridyl)phenyl]-1,1-dioxo-1,2,5-thiadiazolidin-3-one FC1=C(C(=CC(=C1)C=1C=NC(=CC1)C1=CC=CC=C1)O)N1CC(NS1(=O)=O)=O